C1(CCCC1)C=1CCCC2=C(C1C1=CC(=CC=C1)O[C@H]1CN(CC1)CCCF)C=CC(=C2)C(=O)O (R)-8-cyclopentyl-9-(3-((1-(3-fluoropropyl)pyrrolidin-3-yl)oxy)phenyl)-6,7-dihydro-5H-benzo[7]annulene-3-carboxylic acid